C1(=CC=CC=C1)C=C1C(NC(C(N1)=O)=C([2H])C=1N=CNC1C(C)(C)C)=O (phenylmethylene)-6-((5-(tert-butyl)-1H-imidazol-4-yl)methylene-d)piperazine-2,5-dione